FC=1C=C(OC=2N=CC(=NC2)NC([C@H](C)N2CC(N(CC2)C(=O)C2=CNC(C=C2)=O)(C)C)=O)C=CC1F (S)-N-(5-(3,4-difluorophenoxy)pyrazin-2-yl)-2-(3,3-dimethyl-4-(6-oxo-1,6-dihydropyridine-3-carbonyl)piperazin-1-yl)propanamide